N-(2-methoxyethyl)-4-(3-(piperidine-1-carbonyl)pyrazolo[1,5-a]Pyridin-7-yl)benzamide COCCNC(C1=CC=C(C=C1)C1=CC=CC=2N1N=CC2C(=O)N2CCCCC2)=O